2-Fluoro-N-((2-(6-methylpyridin-2-yl)-1H-imidazol-4-yl)methyl)aniline FC1=C(NCC=2N=C(NC2)C2=NC(=CC=C2)C)C=CC=C1